8-(4-fluorophenyl)-7-(hydroxymethyl)-2-sulfanyl-3H-pyrazolo[1,5-a][1,3,5]triazin-4-one FC1=CC=C(C=C1)C=1C(=NN2C1N=C(NC2=O)S)CO